CC1=C(C(=CC=C1)C)NC(CN1CCCC1)=O N-(2,6-dimethylphenyl)-2-(pyrrolidin-1-yl)acetamide